2,3-dimethyl-5-(propan-2-ylidene)-3,5-dihydro-4H-imidazol-4-one CC1=NC(C(N1C)=O)=C(C)C